3-(2-(4-(6,7-dimethoxyquinoxalin-2-yl)-2-fluorophenyl)acetamido)-N-(2-(dimethylamino)ethyl)-5-(trifluoromethyl)benzamide COC=1C=C2N=CC(=NC2=CC1OC)C1=CC(=C(C=C1)CC(=O)NC=1C=C(C(=O)NCCN(C)C)C=C(C1)C(F)(F)F)F